2-((2S,4S)-5-Chloro-2-((methylamino)methyl)-2-phenyl-2,3-dihydrobenzofuran-4-yl)-3-fluoro-4-methoxybenzamide ClC=1C=CC2=C(C[C@](O2)(C2=CC=CC=C2)CNC)C1C1=C(C(=O)N)C=CC(=C1F)OC